FC1CCN(C2(CN(C2)C2=C3C(=NC=NC3=CC=C2OC)N)C1)C 5-(8-fluoro-5-methyl-2,5-diazaspiro[3.5]non-2-yl)-6-methoxyquinazolin-4-amine